N-(piperidin-4-yl)pyridine-3-carboxamide N1CCC(CC1)NC(=O)C=1C=NC=CC1